BrC=1C=CC=C2C(=CNC12)C=O 7-Bromo-1H-indole-3-carbaldehyde